C(C1=CC=CC=C1)OC=1C=C(C=CC1)N1CC2(C1)CNC2 2-(3-benzyloxyphenyl)-2,6-diazaspiro[3.3]heptane